(S)-2-(3-aminopiperidin-1-yl)-N-(4-(4-morpholino-7H-pyrrolo[2,3-d]pyrimidin-6-yl)phenyl)pyrimidin-5-amine N[C@@H]1CN(CCC1)C1=NC=C(C=N1)NC1=CC=C(C=C1)C1=CC2=C(N=CN=C2N2CCOCC2)N1